BrN1C(N(C(C1=O)(C)C)Br)=O dibromodimethyl-hydantoin